Ethyl 1-methyl-2-(2-{[7-(5-methyl-1,2,4-oxadiazol-3-yl)isoquinolin-1-yl]amino}ethyl)-3-oxo-2,3-dihydro-1H-indazole-5-carboxylate CN1N(C(C2=CC(=CC=C12)C(=O)OCC)=O)CCNC1=NC=CC2=CC=C(C=C12)C1=NOC(=N1)C